tert-Butyl (2-((5-cyanopyridin-2-yl)(ethyl)amino)ethyl)(methyl)carbamate C(#N)C=1C=CC(=NC1)N(CCN(C(OC(C)(C)C)=O)C)CC